CNC1CN(CC1)C1=CC=C(N=N1)C(=O)N 6-(3-(methylamino)pyrrolidin-1-yl)pyridazine-3-carboxamide